CNS(OCC(=O)NC=1SC(=C(N1)CO)CC1=CC=C(C=C1)C)(=O)=O 2-((4-(hydroxymethyl)-5-(4-methylbenzyl)thiazol-2-yl)amino)-2-oxoethyl methylsulfamate